NC1=CC=C2C=C(C=NC2=C1)C(=O)NC1=CC=C(C=C1)C(N(CC)CC)=O 7-amino-N-(4-(diethylcarbamoyl)phenyl)quinoline-3-carboxamide